COC(=O)C=1C(NC(N(N1)C1=CC(=C(C(=C1)Cl)OC=1C=C2CCNC(C2=CC1)=O)Cl)=O)=O 2-(3,5-Dichloro-4-((1-oxo-1,2,3,4-tetrahydroisoquinolin-6-yl)oxy)phenyl)-3,5-Dioxo-2,3,4,5-tetrahydro-1,2,4-triazine-6-carboxylic acid methyl ester